N-(4-methyl-1H-pyrazolo[4,3-c]pyridin-7-yl)-2-oxo-2-[(2R,5S)-5-methyl-2-[2-(1-methyl-4-piperidyl)-1,3-benzothiazol-5-yl]-1-piperidyl]acetamide CC1=NC=C(C2=C1C=NN2)NC(C(N2[C@H](CC[C@@H](C2)C)C=2C=CC1=C(N=C(S1)C1CCN(CC1)C)C2)=O)=O